4-((4-((3-acrylamidophenyl)amino)-1,3,5-triazin-2-yl)amino)-N-(5-methylpyridin-2-yl)benzamide C(C=C)(=O)NC=1C=C(C=CC1)NC1=NC(=NC=N1)NC1=CC=C(C(=O)NC2=NC=C(C=C2)C)C=C1